C(C1=CC=CC=C1)OC(=O)N1CC2=CC(=CC=C2CC1)C(=O)N1CC2=CC=CC=C2C[C@H]1C 7-[(3R)-3-methyl-1,2,3,4-tetrahydroisoquinoline-2-carbonyl]-1,2,3,4-tetrahydroisoquinoline-2-carboxylic acid benzyl ester